3-chloro-1-(2-methylpyrimidin-5-yl)-1H-pyrrolo[2,3-b]pyridin ClC1=CN(C2=NC=CC=C21)C=2C=NC(=NC2)C